C1(CC1)NS(=O)C=1SC2=C(N1)C=CC=C2 N-cyclopropyl-2-benzothiazolesulfinamide